FC(C=1C(=C(C=CC1)[C@@H](C)NC=1C2=C(N=C(N1)C)NC(C(=C2)N2CCN(CC2)C(=O)OC(C)(C)C)=O)F)F tert-Butyl (R)-4-(4-((1-(3-(difluoromethyl)-2-fluorophenyl)ethyl)amino)-2-methyl-7-oxo-7,8-dihydropyrido[2,3-d]pyrimidin-6-yl)piperazine-1-carboxylate